6-chloro-4-(4-(4-methoxypyridin-3-yl)piperazine-1-carbonyl)-2-methylphthalazin-1(2H)-one ClC=1C=C2C(=NN(C(C2=CC1)=O)C)C(=O)N1CCN(CC1)C=1C=NC=CC1OC